CN(C1=NC=CC(=C1)C1=NC=2N3C=4C=CC=CC4SC3=C(C(C2C=N1)=O)C(=O)O)C 4-[2-(dimethylamino)-4-pyridyl]-8-oxo-11-thia-1,3,5-triazatetracyclo-[8.7.0.02,7.012,17]heptadeca-2(7),3,5,9,12(17),13,15-heptaene-9-carboxylic acid